ClC1=C(C=2N=C(N=C(C2C=N1)N1CCOC[C@H](C1)O)O[C@@H]1COCC1)F (S)-4-(7-chloro-8-fluoro-2-(((S)-tetrahydrofuran-3-yl)oxy)pyrido[4,3-d]pyrimidin-4-yl)-1,4-oxazepan-6-ol